Methyl-12-((2-(4-(2-((2-(didodecylamino)ethyl)(dodecyl)amino)ethyl)piperazin-1-yl)ethyl)(dodecyl)amino)dodecanoate COC(CCCCCCCCCCCN(CCCCCCCCCCCC)CCN1CCN(CC1)CCN(CCCCCCCCCCCC)CCN(CCCCCCCCCCCC)CCCCCCCCCCCC)=O